NC1(C(CN(CC1)C=1C=NC=CC1)F)CCO 3-(4-amino-3-fluoro-4-(2-hydroxyethyl)piperidin-1-yl)pyridin